C=CCC/C(=N/OS(=O)(=O)O)/S[C@H]1[C@@H]([C@H]([C@@H]([C@H](O1)CO)O)O)O The molecule is an alkenylglucosinolic acid that consists of 1-thio-beta-D-glucopyranose having a 5-[(sulfooxy)imino]pent-1-en-5-yl group attached to the anomeric sulfur. It is a conjugate acid of a gluconapin(1-).